N-(6-(4-aminopiperidin-1-yl)-4-(morpholinomethyl)pyridin-2-yl)-5-methylthiazol-2-amine NC1CCN(CC1)C1=CC(=CC(=N1)NC=1SC(=CN1)C)CN1CCOCC1